CC(CC(C)(C)C)(C)NC(C(=C)C)=O N-(1,1,3,3-tetramethylbutyl)methacrylamide